C(C)(C)C1CN(CCN1)C(=O)[O-] 3-isopropylpiperazine-1-carboxylate